N-cyclobutyl-5-(2,6-dichloro-4-(3,5-dioxo-6-(trifluoromethyl)-4,5-dihydro-1,2,4-triazin-2(3H)-yl)phenoxy)-2-hydroxybenzamide C1(CCC1)NC(C1=C(C=CC(=C1)OC1=C(C=C(C=C1Cl)N1N=C(C(NC1=O)=O)C(F)(F)F)Cl)O)=O